BrC1=NN(C=C1)CC bromo-1-ethyl-1H-pyrazole